C(C)OC(=O)C=1C=NN(C1N)C(C)(C)C1CC1 5-amino-1-(2-cyclopropylpropan-2-yl)-1H-pyrazole-4-carboxylic acid ethyl ester